P(=O)(O)(O)O.OCCC(C(=O)O)=C.OCCC(C(=O)O)=C di(hydroxyethyl acrylate) phosphate